3-((6-fluorohexyl)oxy)-4-(1-methyl-1,2,5,6-tetrahydropyridin-3-yl)-1,2,5-thiadiazole FCCCCCCOC1=NSN=C1C=1CN(CCC1)C